N-[(1s,4s)-4-{[2-(trifluoromethyl)imidazo[1,2-a]pyridin-5-yl]amino}cyclohexyl]pyrazolo[1,5-a]pyridine-2-carboxamide FC(C=1N=C2N(C(=CC=C2)NC2CCC(CC2)NC(=O)C2=NN3C(C=CC=C3)=C2)C1)(F)F